4-(6-((2-(dimethylamino)ethyl)amino)-4-methyl-1-oxoisoindolin-2-yl)cyclohexane-1-carboxamide CN(CCNC1=CC(=C2CN(C(C2=C1)=O)C1CCC(CC1)C(=O)N)C)C